C1(C=CC=C1)[Zr](N(C)C)(N(C)C)N(C)C cyclopentadienyltris(dimethylamino)zirconium